F.C(C)N ethylamine hydrofluoric acid salt